C(C)(C)(C)C=1C=C(C=C(C1O)C(C)(C)C)CCC(=O)OCCCCCCOC(CCC1=CC(=C(C(=C1)C(C)(C)C)O)C(C)(C)C)=O 1,6-hexanediol bis[3-(3,5-di-tert-butyl-4-hydroxyphenyl) propionate]